ClC1=C(CC2C[C@H](NC2)C(=O)O)C=CC(=C1)Cl γ-(2,4-dichloro-benzyl)-proline